N1(N=NC=C1)C(C(=O)O)CC (1H-1,2,3-triazol-1-yl)butanoic acid